rac-(4R,5R)-7-ethyl-4-(4-fluorophenyl)-6-oxo-1-propyl-5-[3-(trifluoromethyl)benzamido]-4H,5H-pyrazolo[3,4-b]pyridine-3-carboxylic acid C(C)N1C2=C([C@H]([C@H](C1=O)NC(C1=CC(=CC=C1)C(F)(F)F)=O)C1=CC=C(C=C1)F)C(=NN2CCC)C(=O)O |r|